4-AMINOPIPERIDINE-4-CARBOXYLIC ACID NC1(CCNCC1)C(=O)O